6-bromo-N-methyl-N-phenyl-[1,2,4]triazolo[4,3-a]quinazolin-5-amine BrC1=C2C(=NC=3N(C2=CC=C1)C=NN3)N(C3=CC=CC=C3)C